O1CCC(CC1)N1N=CC2=CC=C(C=C12)COC1=CC=CC(=N1)C(C1=CC(=CC=2NC=NC21)C(=O)[O-])N2CCCCC2 4-(6-((1-(tetrahydro-2H-pyran-4-yl)-1H-Indazol-6-yl)methoxy)pyridin-2-ylpiperidin-1-ylmethyl)-1H-benzo[d]imidazole-6-carboxylate